COC(C1=C(C(=CC(=C1)F)[N+](=O)[O-])C(CC1=NC=NN1C)=O)=O.BrC1=CC=C(OC2CCOCC2)C=C1 4-(4-bromophenoxy)tetrahydropyran methyl-5-fluoro-2-(2-(1-methyl-1H-1,2,4-triazol-5-yl)acetyl)-3-nitrobenzoate